COC(C1=CC=C(C=C1)N1N=C(C(=C1)B1OC(C(O1)(C)C)(C)C)C(F)F)=O.C(C1CO1)OCCC[SiH2]Cl gamma-glycidoxypropyl-chlorosilane Methyl-4-[3-(difluoromethyl)-4-(4,4,5,5-tetramethyl-1,3,2-dioxaborolan-2-yl)pyrazol-1-yl]benzoate